C1(=CC=CC=C1)N1CCC2(CCOC2)CC1 8-phenyl-2-oxa-8-azaspiro[4.5]decane